FC=1C=C(C=CC1OC1=C2C(=NC=C1)NN=C2N[C@@H]2[C@@H](CCC2)CO)NC(=O)C=2C(N(N=CC2)C2=CC=C(C=C2)F)=O N-(3-fluoro-4-((3-(((1S,2R)-2-(hydroxy-methyl)cyclopentyl)-amino)-1H-pyrazolo-[3,4-b]pyridin-4-yl)-oxy)phenyl)-2-(4-fluorophenyl)-3-oxo-2,3-dihydropyridazine-4-carboxamide